(E)-1-(5-bromopyridin-3-yl)-3-(dimethylamino)prop-2-en-1-one BrC=1C=C(C=NC1)C(\C=C\N(C)C)=O